C(C1=CC=CC=C1)N(C(C(CC)(C)C)=O)OP(O)(O)=O ((N-benzyl-2,2-dimethylbutanamido)oxy)phosphonic acid